ClC1=C(C(=O)O)C=C(C(=C1)Cl)F 2,4-dichloro-5-fluorobenzoic acid